FC1=NC(=CC=C1OC)N1CCC(CC1)(C)OC 2-fluoro-3-methoxy-6-(4-methoxy-4-methyl-1-piperidyl)pyridine